N[C@H]1C[C@H](N(CC1)C(=O)N1CC2(CCCC2)C(CC1)CN1C(COCC1)=O)C1=CC=CC=C1 4-((7-((2s,4r)-4-amino-2-phenylpiperidine-1-carbonyl)-7-azaspiro[4.5]dec-10-yl)methyl)morpholin-3-one